FC1=C(C=CC=C1)NC1=NC=2C(N=C1NC1=C(C=CC=C1)OC(F)(F)F)=NON2 N5-(2-fluorophenyl)-N6-(2-(trifluoromethoxy)phenyl)-[1,2,5]oxadiazolo[3,4-b]pyrazine-5,6-diamine